NC1=CC(=C(CNC(=O)N2CCC(CC2)N2CCN(CC2)C(=O)OC(C)(C)C)C=C1)F tert-Butyl 4-(1-((4-amino-2-fluorobenzyl)carbamoyl)piperidin-4-yl)piperazine-1-carboxylate